(S)-(4-((3-borabenzyl)(5,6-diamino-6-oxohexyl)carbamoyl)-2-fluorophenyl)boronic acid C(C1=CB=CC=C1)N(C(=O)C1=CC(=C(C=C1)B(O)O)F)CCCC[C@@H](C(=O)N)N